C(C)(=O)N1CC=2C(=C3C(=NC2CC1)C=C(C=C3)C(=O)O)Cl 2-acetyl-10-chloro-1,2,3,4-tetrahydrobenzo[b][1,6]naphthyridine-7-carboxylic acid